2-((3,3-dibutyl-7-(methylthio)-5-phenyl-1,1-dioxido-2,3,4,5-tetrahydro-1,2,5-benzothiadiazepin-8-yl)oxy)acetic acid C(CCC)C1(NS(C2=C(N(C1)C1=CC=CC=C1)C=C(C(=C2)OCC(=O)O)SC)(=O)=O)CCCC